copper-lead-zinc-silver [Ag].[Zn].[Pb].[Cu]